N1CCC(CC1)C=1C=NC=CC1 3-(piperidin-4-yl)pyridine